ClC1=C(OC2=C(C=CC3=C2NC(=NS3(=O)=O)NCC3=NC=CC=C3F)F)C=CC(=C1)Cl 5-(2,4-dichlorophenoxy)-6-fluoro-3-(((3-fluoropyridin-2-yl)methyl)amino)-4H-benzo[e][1,2,4]thiadiazine 1,1-dioxide